C(C)(C)(C)OC(C1=CC=C(C=C1)NC([C@H](CC1=CC=CC=C1)N1N=C(C(=CC1=O)C1=C(C=CC(=C1)Cl)C(C)=O)OCCO)=O)=O.C(CC)OC1=CC=C(OC=2SC=CN2)C=C1 2-(4-propyloxyphenoxy)thiazole tert-butyl-(S)-4-(2-(4-(2-acetyl-5-chlorophenyl)-3-(2-hydroxyethoxy)-6-oxopyridazine-1(6H)-yl)-3-phenyl-propanamido)benzoate